O[C@@H]1CN(C[C@H]1[C@H]1N2C(C3=CC=CC=C13)=CN=C2)S(=O)(=O)N (3S,4S)-3-hydroxy-4-[(5R)-5H-imidazo[4,3-a]isoindol-5-yl]pyrrolidine-1-sulfonamide